4-(2-Azidopentan-2-yl)-6-chloro-1-(((2R,4R)-4-(methylsulfonyl)pentan-2-yl)oxy)-2,7-naphthyridine N(=[N+]=[N-])C(C)(CCC)C1=CN=C(C2=CN=C(C=C12)Cl)O[C@H](C)C[C@@H](C)S(=O)(=O)C